N-(4-(5-(3-benzoylbenzamido)-1-methyl-1H-pyrazol-3-yl)phenyl)-2-chlorobenzamide C(C1=CC=CC=C1)(=O)C=1C=C(C(=O)NC2=CC(=NN2C)C2=CC=C(C=C2)NC(C2=C(C=CC=C2)Cl)=O)C=CC1